5-(4-(((2S,6S)-6-(fluoromethyl)-6-methyl-1,4-dioxan-2-yl)methoxy)phenyl)-2-oxo-6-(trifluoromethyl)-1,2-dihydropyridine-3-carboxamide FC[C@@]1(COC[C@H](O1)COC1=CC=C(C=C1)C=1C=C(C(NC1C(F)(F)F)=O)C(=O)N)C